N-(2-hydroxy-3-(piperidin-1-yl)propoxy)-2-methylthiazole OC(CON1C(SC=C1)C)CN1CCCCC1